acetoxy-2,2,6,6-tetramethyl-piperidine C(C)(=O)ON1C(CCCC1(C)C)(C)C